cis-N1-(5-(imidazo[1,2-a]pyrimidin-6-yl)pyrrolo[2,1-f][1,2,4]triazin-2-yl)-N3-methylcyclobutane-1,3-diamine N=1C=CN2C1N=CC(=C2)C=2C=CN1N=C(N=CC12)N[C@@H]1C[C@@H](C1)NC